C(C)(C)(C)OC(=O)N(C(OC(C)(C)C)=O)C1=CC(=NC(=C1)NCC1=CC=C(C=C1)OC)OC tert-butyl (tert-butoxycarbonyl)(2-methoxy-6-((4-methoxybenzyl)amino)pyridin-4-yl)carbamate